FCC(CN(CCC(C(=O)O)NC(=O)C1=NC=CC=C1OC)CCCCC1=NC=2NCCCC2C=C1)OC 4-[[3-fluoro-2-methoxy-propyl]-[4-(5,6,7,8-tetrahydro-1,8-naphthyridin-2-yl)butyl]amino]-2-[(3-methoxypyridine-2-carbonyl)amino]butanoic acid